C(CCC)C1(CCCCC1)CC(CCCCC)CCC butyl-(2-propylheptyl)cyclohexane